COC1=C(C(=O)P(CC2=CC=CC=C2)=O)C(=CC=C1)OC 2,6-dimethoxybenzoyl-benzyl-phosphine oxide